tert-butyl 4-(4-methyl-3-((1-(naphthalen-1-yl)cyclopropyl)carbamoyl)phenyl)-1,4-diazepane-1-carboxylate CC1=C(C=C(C=C1)N1CCN(CCC1)C(=O)OC(C)(C)C)C(NC1(CC1)C1=CC=CC2=CC=CC=C12)=O